(3S)-3-((tert-butoxycarbonyl)amino)-1-(cyclopropylamino)-1-oxo-4-(2-oxotetrahydropyrimidin-1(2H)-yl)butan-2-yl acetate C(C)(=O)OC(C(=O)NC1CC1)[C@H](CN1C(NCCC1)=O)NC(=O)OC(C)(C)C